(R)-3-amino-5-hexynoic acid hydrochloride Cl.N[C@@H](CC(=O)O)CC#C